C(C)S(=O)(=O)C1=NN2C(N=CC=C2C2=NC=CC=N2)=C1C1=NC=C(N=C1)OCC(C(F)(F)F)(F)F 2-(ethylsulfonyl)-3-(5-(2,2,3,3,3-pentafluoropropoxy)pyrazin-2-yl)-7-(pyrimidin-2-yl)pyrazolo[1,5-a]pyrimidine